(2-(4-chlorophenyl)piperazin-1-yl)methanone ClC1=CC=C(C=C1)C1N(CCNC1)C=O